(2S)-2-{[(1,3-benzodioxol-5-ylmethyl)carbamoyl]amino}-N,N-bis(2-thienylmethyl)hexanamide O1COC2=C1C=CC(=C2)CNC(=O)N[C@H](C(=O)N(CC=2SC=CC2)CC=2SC=CC2)CCCC